COC([C@@H](N(C)C(CCNC(=S)NC1=CC=C(C=C1)OC)=O)C(C)C)=O N-(3-(3-(4-methoxyphenyl)thioureido)propionyl)-N-methyl-L-valine methyl ester